3-{2-cyano-1-[4-(7H-pyrrolo[2,3-d]pyrimidin-4-yl)-1H-pyrazol-1-yl]ethyl}-N,N-dimethylbenzenesulfonamide C(#N)CC(N1N=CC(=C1)C=1C2=C(N=CN1)NC=C2)C=2C=C(C=CC2)S(=O)(=O)N(C)C